C(C1=CC=CC=C1)ONC(N(C1=CC=CC=C1)C1=CC=CC=C1)=O benzyloxy-1,1-diphenylurea